O1CC(C1)C(COC=1C(=NC(=NC1Cl)Cl)Cl)NC(OCC[Si](C)(C)C)=O 2-(trimethylsilyl)ethyl (1-(oxetan-3-yl)-2-((2,4,6-trichloropyrimidin-5-yl)oxy)ethyl)carbamate